(2R,3R,4S,5R,6R)-2-(3-(2-acetamidoethyl)-5-acetoxyindolin-1-yl)-6-(acetoxymethyl)tetrahydro-2H-pyran-3,4,5-triyl triacetate C(C)(=O)O[C@H]1[C@@H](O[C@@H]([C@H]([C@@H]1OC(C)=O)OC(C)=O)COC(C)=O)N1CC(C2=CC(=CC=C12)OC(C)=O)CCNC(C)=O